C(C)(C)C1=C(C=CC=C1)[C@H]1N(CCN(C1)CC1=CC=C(C=C1)OC)C1CC2(C1)CCN(CC2)C(=O)OC(C)(C)C tert-butyl (R)-2-(2-(2-isopropylphenyl)-4-(4-methoxybenzyl)piperazin-1-yl)-7-azaspiro[3.5]nonane-7-carboxylate